hydrogen chloride methyl-(R)-2-amino-3-mercaptopropionate COC([C@H](CS)N)=O.Cl